N1N=CC(=C1)C1=CC=C(OC2=NC(=NC=N2)N2CCC(CC2)N)C=C1 1-(4-(4-(1H-pyrazol-4-yl)phenoxy)-1,3,5-triazin-2-yl)piperidin-4-amine